(4-(4-((3-(3-(difluoromethyl)-1-(2-fluoroethyl)-1H-pyrazol-4-yl)imidazo[1,2-a]pyrazin-8-yl)amino)-2-ethylbenzoyl)piperazin-1-yl)(piperidin-4-yl)methanone FC(C1=NN(C=C1C1=CN=C2N1C=CN=C2NC2=CC(=C(C(=O)N1CCN(CC1)C(=O)C1CCNCC1)C=C2)CC)CCF)F